p-Phenylenediamine dihydrochloride C1=CC(=CC=C1N)N.Cl.Cl